2-(2,6-Dimethyl-4-(1-(5-oxo-4-(4-(trifluoromethoxy)phenyl)-4,5-dihydro-1H-1,2,4-triazol-1-yl)ethyl)phenoxy)-2-methylpropionic acid CC1=C(OC(C(=O)O)(C)C)C(=CC(=C1)C(C)N1N=CN(C1=O)C1=CC=C(C=C1)OC(F)(F)F)C